C(C)OC(=O)C1=NN(C(N1)=O)C.O1CCC(CC1)C1=C(CN2CCCC2)C=C(C=C1)B1OC(C(O1)(C)C)(C)C 1-(2-(tetrahydro-2H-pyran-4-yl)-5-(4,4,5,5-tetramethyl-1,3,2-dioxaborolan-2-yl)benzyl)pyrrolidine ethyl-1-methyl-5-oxo-4H-1,2,4-triazole-3-carboxylate